N[C@@H]1C2=CC=CC=C2CC12CCN(CC2)C2=CC=C(C=C2C(=C)C2=NNCC2)C(F)(F)F (S)-6-(1-amino-1,3-dihydrospiro[indene-2,4'-piperidine]-1'-yl)-3-(1-(3-(trifluoromethyl)phenyl)vinyl)-1,5-dihydro-4H-pyrazole